C(C)(C)(C)N(C(O)=O)C1C[C@H]2CCC[C@@H](C1)N2CC2=CC=CC=C2.OC2=C(C=C(C=C2C(C)(C)C2=CC=CC=C2)C(C)(C)C2=CC=CC=C2)N2N=C1C(=N2)C=CC=C1 2-(2-hydroxy-3',5'-dicumylphenyl)benzotriazole tert-butyl-((1R,3s,5S)-9-benzyl-9-azabicyclo[3.3.1]nonan-3-yl)carbamate